C(C)(C)N1N=CC=2C1=NC(=NC2NC=2N=CN(C2)C2=CC(=C(C(=C2)OC)OC)OC)C(CC(=O)NC)C 3-(1-isopropyl-4-((1-(3,4,5-trimethoxyphenyl)-1H-imidazol-4-yl)amino)-1H-pyrazolo[3,4-d]pyrimidin-6-yl)-N-methylbutanamide